FC1=C(C(=CC(=C1)B1OC(C(O1)(C)C)(C)C)F)N1N=CC(=C1)CCC(=O)O 3-[1-[2,6-difluoro-4-(4,4,5,5-tetramethyl-1,3,2-dioxaborolan-2-yl)phenyl]pyrazol-4-yl]propanoic acid